BrC=1C=C(C(N(C1)C1=CC=CC=C1)=O)C 5-bromo-3-methyl-1-phenylpyridin-2(1H)-one